(S)-1-(5-fluoro-2-(4-(5-phenyl-4,5-dihydro-1H-pyrazole-1-carbonyl)piperazin-1-yl)pyrimidin-4-yl)-1H-pyrazole-4-carboxamide FC=1C(=NC(=NC1)N1CCN(CC1)C(=O)N1N=CC[C@H]1C1=CC=CC=C1)N1N=CC(=C1)C(=O)N